3-(2-(dimethylamino)ethoxy)aniline CN(CCOC=1C=C(N)C=CC1)C